CC1=C(C(=O)C(=CC1=O)CC=C(C)C)C The molecule is a polyprenylbenzoquinone that is 2,3-dimethylbenzoquinone with a polyprenyl side chain at position 5. There are several naturally-occurring plastoquinones with side chains of different length (containing between 6 and 9 isoprene units).